di-tert-butyl ((4S)-5-(6-(4-fluorophenyl)-1H-indole-2-carboxamido)-2-((triisopropylsilyl)oxy)pentane-1,4-diyl)dicarbamate FC1=CC=C(C=C1)C1=CC=C2C=C(NC2=C1)C(=O)NC[C@H](CC(CNC(OC(C)(C)C)=O)O[Si](C(C)C)(C(C)C)C(C)C)NC(OC(C)(C)C)=O